C(CCC)N1C(=NC2=C1C=CC=C2NC2=C(C=CC=C2C(C)C)C(C)C)C2=CC(=CC(=C2)C(C)(C)C)C(C)(C)C 1-Butyl-2-(3,5-di-tert-butylphenyl)-N-(2,6-diisopropylphenyl)-1H-benzo[d]imidazol-4-amine